CN1C(C2=CC=C(C=C2CC1)O)C1=CC=C(C=C1)C 2-methyl-1-(p-tolyl)-1,2,3,4-tetrahydroisoquinolin-6-ol